F[C@@H]1C[C@@]2(CCCN2C1)COC=1N=C(C2=C(N1)C(=C(N=C2)C2=C(C(=CC(=C2)O)Cl)C2CC2)F)C2(CCN(CC2)C(=O)OCC2=CC=CC=C2)CC benzyl 4-(2-{[(2R,7aS)-2-fluoro-hexahydro-1H-pyrrolizin-7a-yl]methoxy}-7-(3-chloro-2-cyclopropyl-5-hydroxyphenyl)-8-fluoropyrido[4,3-d]pyrimidin-4-yl)-4-ethylpiperidine-1-carboxylate